OCCC(C(CC#N)=O)(C)C 6-hydroxy-4,4-dimethyl-3-oxohexanenitrile